butyl-N'-(4-oxotetrahydropyran-3-yl)oxamide C(CCC)NC(=O)C(=O)NC1COCCC1=O